Hydroxymalonic acid OC(C(=O)O)C(=O)O